N-(2-(difluoromethoxy)-4-(heptafluoroisopropyl)phenyl)benzamide FC(OC1=C(C=CC(=C1)C(C(F)(F)F)(C(F)(F)F)F)NC(C1=CC=CC=C1)=O)F